dioctyl 5-((1H-imidazole-1-carbonyl)oxy)nonanedioate N1(C=NC=C1)C(=O)OC(CCCC(=O)OCCCCCCCC)CCCC(=O)OCCCCCCCC